chromium (VI) Chromium [Cr+3].[Cr+6]